(E)-1-bromo-4-(pyridin-2-yl)but-3-en-2-one BrCC(\C=C\C1=NC=CC=C1)=O